5-amino-2-cyclopentyl-N,N-dimethylbenzamide NC=1C=CC(=C(C(=O)N(C)C)C1)C1CCCC1